2,3-dihydro-1H-indole-5-carbonitrile N1CCC2=CC(=CC=C12)C#N